FC=1C=NC(=NC1)C=1C=C(C[C@]2(C[C@@H]([C@H](C2)C)O)C(=O)[O-])C=CC1 |o1:11,13,14| (1R*,3S*,4S*)-1-(3-(5-fluoropyrimidin-2-yl)benzyl)-3-hydroxy-4-methylcyclopentane-1-carboxylate